C(\C=C(/C)\CCC=C(C)C)C\C(\C)=C\CC\C(\C)=C/CO E,Z,E-Geranylgeraniol